CC1(CC2(C(CC1C(=O)[O-])O2)CC21C(CCCC2)O1)C 4-epoxy-6-methylcyclohexylmethyl-3,4-epoxy-6-methylcyclohexylcarboxylate